C(C1=CC=CC=C1)N1C(C=C(C=C1)I)=O 1-benzyl-4-iodopyridin-2(1H)-one